5-(4-chlorophenyl)-4-pyrimidin-4-yl-1H-pyrazol ClC1=CC=C(C=C1)C1=C(C=NN1)C1=NC=NC=C1